NC1=C(C=C(C(=C1SC)N)CCC)Cl 2,4-diamino-3-methylthio-5-propylchlorobenzene